NC(C(=O)O)CCCC 2-aminohexanoic acid